C(C1=CC=CC=C1)OC1=CC=C2C(C=C(OC2=C1C1=CC=NN1C1OCCCC1)N1N=CN=C1)=O 7-(benzyloxy)-8-(1-(tetrahydro-2H-pyran-2-yl)-1H-pyrazol-5-yl)-2-(1H-1,2,4-triazol-1-yl)-4H-chromen-4-one